di-neopentyl methoxysuccinate COC(C(=O)OCC(C)(C)C)CC(=O)OCC(C)(C)C